C(C=C)(=O)OCC(CC(C(C(C(F)(F)F)(C(F)(F)F)F)(F)F)(F)F)O 3-(perfluoro-3-methylbutyl)-2-hydroxypropyl acrylate